4,4,5,5-tetramethyl-2-(3-methylbut-2-en-1-yl)-1,3,2-dioxaborolan CC1(OB(OC1(C)C)CC=C(C)C)C